3-[[(4-chloro-2-methoxy-benzyl)-methyl-amino]methyl]azetidine-1-carboxylic acid tert-butyl ester C(C)(C)(C)OC(=O)N1CC(C1)CN(C)CC1=C(C=C(C=C1)Cl)OC